(4S)-7-bromo-4-methyl-2'-(methylthio)-4'-(1,4-oxazepan-4-yl)-3,4,5',8'-tetrahydro-2H-spiro[naphthalene-1,7'-pyrano[4,3-d]pyrimidine] BrC1=CC=C2[C@H](CCC3(CC=4N=C(N=C(C4CO3)N3CCOCCC3)SC)C2=C1)C